C(C)(C)C1=C(C=CC=C1O)C isopropyl-meta-cresol